methyl 3'-[1-(4-amino-3-methyl-1H-pyrazolo[3,4-d]pyrimidin-1-yl)ethyl]-5'-chloro-3-fluoro-2'-methoxy-6'-methylbiphenyl-4-carboxylate NC1=C2C(=NC=N1)N(N=C2C)C(C)C=2C(=C(C(=C(C2)Cl)C)C2=CC(=C(C=C2)C(=O)OC)F)OC